C(#N)[C@H](C[C@H]1C(NCC1)=O)NC([C@@H](NC(=O)C1=C(N=CS1)C)CC(C)(C)C)=O N-{(1S)-1-cyano-2-[(3S)-2-oxopyrrolidin-3-yl]ethyl}-4-methyl-N2-[(4-methyl-1,3-thiazol-5-yl)carbonyl]-L-leucinamide